NC=1N=CC(=NC1CNC(C(C)C)=O)C1=CCC(CC1)NC(OC(C)(C)C)=O tert-butyl (4-(5-amino-6-(isobutyramidomethyl)pyrazin-2-yl)cyclohex-3-en-1-yl)carbamate